3-(thiophene-2-yl)-1,4,2-dioxazole S1C(=CC=C1)C1=NOCO1